C(#N)C=1C=C(C=CC1)C=1N=C(SC1C1=CC(=NC(=C1)C)C)NC(=O)N1[C@H](CC1)C(C)(C)O (2R)-N-[4-(3-cyanophenyl)-5-(2,6-dimethyl-4-pyridinyl)thiazol-2-yl]-2-(1-hydroxy-1-methyl-ethyl)azetidine-1-carboxamide